3,3'-(4,9-dibromo-1,3,6,8-tetraoxo-1,3,6,8-tetrahydrobenzo[lmn][3,8]phenanthroline-2,7-diyl)bis(N,N,N-trimethylpropan-1-aminium) chloride [Cl-].BrC1=CC=2C(N(C(C=3C2C=2C(C(N(C(C12)=O)CCC[N+](C)(C)C)=O)=CC3Br)=O)CCC[N+](C)(C)C)=O.[Cl-]